OC1=C(C(N(C2=NC=CC=C12)CCN1CCC(CC1)OC)=O)C(=O)NC1CCC(CC1)C 4-hydroxy-1-(2-(4-methoxypiperidin-1-yl)ethyl)-N-((1s,4s)-4-methylcyclohexyl)-2-oxo-1,2-dihydro-1,8-naphthyridine-3-carboxamide